perfluoro[4-methyl-3,6-dioxo-oct-7-ene] FC(C(C(C(C(C(C(=C(F)F)F)=O)(F)F)(C(F)(F)F)F)=O)(F)F)(F)F